(11S)-12-(7-azaspiro[3.5]nonan-2-yl)-6-(2,6-dimethylphenyl)-11-isobutyl-2,2-dioxo-2λ6-thia-3,5,12,19-tetrazatricyclo[12.3.1.14,8]nonadeca-1(18),4(19),5,7,14,16-hexaen-13-one C1C(CC12CCNCC2)N2[C@@H](CCC1=CC(=NC(NS(C=3C=CC=C(C2=O)C3)(=O)=O)=N1)C1=C(C=CC=C1C)C)CC(C)C